FC=1C=C(NC=2OC[C@](CN2)(F)CO)C=C(C1OC1=C2C(=NC=C1)NC=C2[C@H](C(F)(F)F)C)F {(5R)-2-[3,5-difluoro-4-({3-[(2R)-1,1,1-trifluoropropan-2-yl]-1H-pyrrolo[2,3-b]pyridin-4-yl}oxy)anilino]-5-fluoro-5,6-dihydro-4H-1,3-oxazin-5-yl}methanol